O1CCC=2C=C3C=CC(OC3=CC21)=O 2,3-dihydro-7H-furo[3,2-g]chromen-7-one